C1(CC1)C(C1=CC(=C(N=N1)NC)N=C(C1=CC=CC=C1)C1=CC=CC=C1)(F)F 6-(cyclopropyldifluoromethyl)-N4-(diphenylmethylene)-N3-methylpyridazine-3,4-diamine